cyanophenylacrylic acid C(#N)C=C(C(=O)O)C1=CC=CC=C1